[I-].C[N+](C)(C)C Tetramethyl-ammonium iodide